(S)-(tetrahydro-2H-pyran-3-yl)methylamine hydrochloride Cl.O1C[C@@H](CCC1)CN